CC1=NC(=CC(=C1)N1CCN(CC1)CC=1C=C2CN(C(C2=CC1)=O)N1C(NC(CC1)=O)=O)C 1-(5-((4-(2,6-dimethylpyridin-4-yl)piperazin-1-yl)methyl)-1-oxoisoindolin-2-yl)dihydropyrimidine-2,4(1H,3H)-dione